Methyl 3-chloro-5-[[2,4-difluoro-5-[1-(3-hydroxypropyl)indol-2-yl]phenyl]sulfamoyl]-4-methoxybenzoate ClC=1C=C(C(=O)OC)C=C(C1OC)S(NC1=C(C=C(C(=C1)C=1N(C2=CC=CC=C2C1)CCCO)F)F)(=O)=O